1-(3-bromophenyl)-3,3-dimethoxycyclobutane-1-carbohydrazide BrC=1C=C(C=CC1)C1(CC(C1)(OC)OC)C(=O)NN